C(C)(C)(C)N(CCN)C(C)(C)C N,N-bis(t-butyl)ethylenediamine